2,6-difluoropyridine-3-carbonyl chloride FC1=NC(=CC=C1C(=O)Cl)F